C(#N)[C@H](CC1C(NCC1)=O)NC(=O)[C@@H]1[C@H]2C([C@H]2CN1)(C)C (1R,2S,5S)-N-[(1S)-1-cyano-2-(2-oxopyrrolidin-3-yl)ethyl]-6,6-dimethyl-3-azabicyclo[3.1.0]hexane-2-carboxamide